C1(=CC=CC=C1)N1C(=CC(=C1)C1=CC=CC=C1)C(=O)C1=CC(=C(C(=C1)OC)OC)OC (1,4-diphenyl-1H-pyrrol-2-yl)(3,4,5-trimethoxyphenyl)methanone